1,1,1,3,3,3-hexakis(cyclohexyl(methyl)amino)-1λ5,3λ5-diphosphazenium 4-(2-(4-hydroxyphenyl)propane-2-yl)phenolate OC1=CC=C(C=C1)C(C)(C)C1=CC=C(C=C1)[O-].C1(CCCCC1)N(P(=[NH+]P(N(C)C1CCCCC1)(N(C)C1CCCCC1)N(C)C1CCCCC1)(N(C)C1CCCCC1)N(C)C1CCCCC1)C